1-(3-Bromo-5-(trifluoromethyl)phenyl)-2-(isopropyl-amino)ethan-1-ol BrC=1C=C(C=C(C1)C(F)(F)F)C(CNC(C)C)O